[Na+].C(CCCCCCC)C(C(C(=O)[O-])S(=O)(=O)O)(C(=O)[O-])CCCCCCCC.[Na+] Dioctylsulfosuccinate Sodium Salt